6-(difluoromethyl)-7-(3-methoxy-2,6-dimethyl-phenyl)-2-methyl-pyrrolo[2,3-d]pyrimidine-5-carbonitrile FC(C1=C(C2=C(N=C(N=C2)C)N1C1=C(C(=CC=C1C)OC)C)C#N)F